tert-butyl (3-(2-((3-amino-6-(2-hydroxyphenyl)pyridazin-4-yl)oxy)ethyl)bicyclo[1.1.1]pentan-1-yl)carbamate NC=1N=NC(=CC1OCCC12CC(C1)(C2)NC(OC(C)(C)C)=O)C2=C(C=CC=C2)O